NC=1N=CC2=CC(=C(C(=C2C1)NC1CCN(CC1)C(=O)OC(C)(C)C)F)C1=C(C=CC=C1C)F tert-butyl 4-[[3-amino-6-fluoro-7-(2-fluoro-6-methyl-phenyl)-5-isoquinolyl]amino]piperidine-1-carboxylate